N-(5-(4-fluorophenyl)-1H-pyrazol-3-yl)-2-methoxy-5-nitrobenzamide FC1=CC=C(C=C1)C1=CC(=NN1)NC(C1=C(C=CC(=C1)[N+](=O)[O-])OC)=O